N-(6-((2-((5-ethyl-2-methoxy-4-(4-(4-methylpiperazin-1-yl)piperidin-1-yl)phenyl)amino)-5-(trifluoromethyl)pyrimidin-4-yl)amino)quinoxalin-5-yl)methanesulfonamide C(C)C=1C(=CC(=C(C1)NC1=NC=C(C(=N1)NC=1C(=C2N=CC=NC2=CC1)NS(=O)(=O)C)C(F)(F)F)OC)N1CCC(CC1)N1CCN(CC1)C